(S)-(4-hydroxytetrahydro-2H-pyran-4-yl)(6-(3-methyl-1H-pyrrolo[2,3-b]pyridin-5-yl)-8-(pyrrolidin-2-yl)-3,4-dihydroisoquinolin-2(1H)-yl)methanone OC1(CCOCC1)C(=O)N1CC2=C(C=C(C=C2CC1)C=1C=C2C(=NC1)NC=C2C)[C@H]2NCCC2